2-(1-((R)-2-(2-ethylphenyl)-2-(((1R,4R)-4-hydroxycyclohexyl)oxy)ethyl)-5-methyl-6-(oxazol-2-yl)-2,4-dioxo-1,2-dihydrothieno[2,3-d]pyrimidin-3(4H)-yl)-2-methylpropanoic acid C(C)C1=C(C=CC=C1)[C@H](CN1C(N(C(C2=C1SC(=C2C)C=2OC=CN2)=O)C(C(=O)O)(C)C)=O)OC2CCC(CC2)O